ClC1=C(C=CC=C1)C1=C(C(=CC=C1)OCCCN1CCOCC1)C 2-chloro-2'-methyl-3'-(3-morpholinopropoxy)-[1,1'-biphenyl]